3-amino-5-phenyl-1H-1,2,4-triazole NC1=NNC(=N1)C1=CC=CC=C1